C(C)(=O)N[C@@H](CSSCC1=CC(=CC=C1)C(F)(F)F)C(=O)O N-acetyl-S-((3-(trifluoromethyl)benzyl)thio)-L-cysteine